2-(tert-butoxycarbonylamino)-5-oxo-pentanoic acid C(C)(C)(C)OC(=O)NC(C(=O)O)CCC=O